ClC=1C=NN2C1C(=CC(=C2)C=2N=NN(C2C)C2CCN(CC2)C(=O)OC(C)(C)C)OC(C(C)(C)C#N)C2=NC=C(C=C2)F tert-Butyl 4-[4-[3-chloro-4-[2-cyano-1-(5-fluoro-2-pyridyl)-2-methyl-propoxy]pyrazolo[1,5-a]pyridin-6-yl]-5-methyl-triazol-1-yl]piperidine-1-carboxylate